1-(4-Bromothiophene-2-yl)ethan-1-one BrC=1C=C(SC1)C(C)=O